(R)-1-(3-oxo-4-(trifluoromethyl)-3,5,6,7-tetrahydro-2H-cyclopenta[c]pyridazin-7-yl)-3-(4-(5-(trifluoromethyl)pyrimidin-2-yl)piperazine-1-carbonyl)azetidine-3-carbonitrile O=C1C(=C2C(=NN1)[C@@H](CC2)N2CC(C2)(C#N)C(=O)N2CCN(CC2)C2=NC=C(C=N2)C(F)(F)F)C(F)(F)F